3-(4-(5-Butyl-1-(4'-chloro-[1,1'-biphenyl]-4-yl)-1H-1,2,4-triazol-3-yl)phenoxy)-N,N-diethylpropane-1-amine C(CCC)C1=NC(=NN1C1=CC=C(C=C1)C1=CC=C(C=C1)Cl)C1=CC=C(OCCCN(CC)CC)C=C1